2-(N,N-diethylamino)ethanol C(C)N(CC)CCO